2-(3-((2-methoxy-4-(methylsulfonyl)phenyl)amino)prop-1-yn-1-yl)-3-(2,2,2-trifluoroethyl)benzofuran COC1=C(C=CC(=C1)S(=O)(=O)C)NCC#CC=1OC2=C(C1CC(F)(F)F)C=CC=C2